FC(C(C(C(F)(F)F)(F)F)(F)F)CCC octafluoro-heptane